1,2-propylenediaminetetraacetic acid C(C(C)N(CC(=O)O)CC(=O)O)N(CC(=O)O)CC(=O)O